2-((2-((3-methoxybenzyl)oxy)ethoxy)methyl)pyridin-4-amine COC=1C=C(COCCOCC2=NC=CC(=C2)N)C=CC1